NCC(O)C1=CC(=C(C(=C1)F)F)F 2-amino-1-(3,4,5-trifluorophenyl)ethanol